C(C)OC(C(C(=O)C1=CC=C(C=C1)S(NC)(=O)=O)C)=O 2-methyl-3-[4-(methylsulfamoyl)phenyl]-3-oxopropanoic acid ethyl ester